C(#N)C=1C=C2C(=CC1)N(C(C21CCN(CC1)CCOC1=CC(=C(C(=O)O)C=C1)C(F)(F)F)=O)C 4-(2-{5-cyano-1-methyl-2-oxo-1,2-dihydrospiro[indole-3,4'-piperidin]-1'-yl}ethoxy)-2-(trifluoromethyl)benzoic acid